2-(dibenzofuran-2-oxy)but-3-en-1-ol C1=C(C=CC=2OC3=C(C21)C=CC=C3)OC(CO)C=C